O(C#N)C1=CC=C(OC2=CC=C(C=C2)P(C2=CC=CC=C2)(C2=CC=C(C=C2)OC2=CC=C(C=C2)OC#N)=O)C=C1 bis(4-(4-cyanatophenoxy)phenyl)(phenyl)phosphine oxide